Cl.N1C(CNCCC1)=O 1,4-diazacycloheptan-2-one hydrochloride